(5'S,7a'R)-5'-phenyl-1-(pyrazolo[1,5-a]pyrimidin-7-yl)tetrahydro-3'H-spiro[piperidine-4,2'-pyrrolo[2,1-b]thiazol]-3'-one C1(=CC=CC=C1)[C@@H]1CC[C@H]2SC3(C(N21)=O)CCN(CC3)C3=CC=NC=2N3N=CC2